trans-4-[(7S)-6-(Methoxycarbonyl)-7-methyl-2-[2-(1H-pyrazol-1-yl)ethyl]-3H,6H,7H,8H,9H-imidazo[4,5-f]chinolin-3-yl]cyclohexan COC(=O)N1[C@H](CCC2=C3C(=CC=C12)N(C(=N3)CCN3N=CC=C3)C3CCCCC3)C